O[C@H]1[C@@H](O[C@@H]([C@H]1O)CO)C=1C=NCN(C1)SC 5-((2S,3R,4S,5R)-3,4-dihydroxy-5-(hydroxymethyl)tetrahydrofuran-2-yl)-1-(methylthio)pyrimidine